O1POC=CC(=C1)N [1,3,2]Dioxaphosphepin-6-amine